tert-butyl (5-(dimethylphosphoryl)-3-methoxypyrazin-2-yl)(3-(7-(((3S,4R)-3-fluoro-1-methylpiperidin-4-yl)amino)-3-(2,2,2-trifluoroethyl)benzo[b]thiophen-2-yl)prop-2-yn-1-yl)carbamate CP(=O)(C)C=1N=C(C(=NC1)N(C(OC(C)(C)C)=O)CC#CC1=C(C2=C(S1)C(=CC=C2)N[C@H]2[C@H](CN(CC2)C)F)CC(F)(F)F)OC